4-hydroxyphenyl-(o-methylbenzyl)methyl-sulfonium hexafluoroantimonate F[Sb-](F)(F)(F)(F)F.OC1=CC=C(C=C1)[S+](C)CC1=C(C=CC=C1)C